7-(1-(2-fluoro-6-methylphenyl)azetidin-3-yl)-5-((3-(trifluoromethyl)pyridin-2-yl)methyl)pyrido[2,3-b]pyrazin-6(5H)-one FC1=C(C(=CC=C1)C)N1CC(C1)C1=CC=2C(=NC=CN2)N(C1=O)CC1=NC=CC=C1C(F)(F)F